C(CC#C)N1CCC(C2(CN(C2)C(=O)OC(C)(C)C)C1)=O tert-butyl 8-(but-3-yn-1-yl)-5-oxo-2,8-diazaspiro[3.5]nonane-2-carboxylate